all-cis-7,10,13,16,19-Docosapentaenoic acid CC/C=C\C/C=C\C/C=C\C/C=C\C/C=C\CCCCCC(=O)O